5-cyclopropyl-6-fluoro-2-hydroxy-N-methylbenzamide C1(CC1)C=1C=CC(=C(C(=O)NC)C1F)O